4-chloro-2-[5-nitro-2-(8-oxa-3-azabicyclo[3.2.1]octan-3-yl)-4-pyridyl]pyrazol-3-amine ClC1=C(N(N=C1)C1=CC(=NC=C1[N+](=O)[O-])N1CC2CCC(C1)O2)N